methylenedisalicylic acid C(OC=1C(C(=O)O)=CC=CC1)OC=1C(C(=O)O)=CC=CC1